cis-4-nitrophenyl 3-((1-(4-methoxybenzyl)-2,2-dioxido-1,3-dihydrobenzo[c]isothiazol-5-yl) amino)-5-(3-(((4-nitrophenoxy) carbonyl) oxy) cyclopentyl)-1H-pyrazole-1-carboxylate COC1=CC=C(CN2S(CC3=C2C=CC(=C3)NC3=NN(C(=C3)[C@@H]3C[C@@H](CC3)OC(=O)OC3=CC=C(C=C3)[N+](=O)[O-])C(=O)OC3=CC=C(C=C3)[N+](=O)[O-])(=O)=O)C=C1